C(C1=CC=CC=C1)N1N=CC(=C1)C(=O)N1CC2(CN(C2)C(=O)[C@@H]2C(C2)(C)C)C(C1)C=1OC(=CN1)CC1=CC=C(C=C1)Cl (1-benzyl-1H-pyrazol-4-yl)(8-(5-(4-chlorobenzyl)oxazol-2-yl)-2-((S)-2,2-dimethylcyclopropane-1-carbonyl)-2,6-diazaspiro[3.4]octan-6-yl)methanone